C(CCCC)(=O)C1=C(C(=O)O)C=CC=C1.C(C1=CC=CC=C1)N benzylamine 2-(alpha-n-pentanonyl)benzoate